N-(3-(4-morpholino-6-(pyridin-3-yl)thieno[3,2-d]pyrimidin-2-yl)phenyl)oxazole-5-carboxamide O1CCN(CC1)C=1C2=C(N=C(N1)C=1C=C(C=CC1)NC(=O)C1=CN=CO1)C=C(S2)C=2C=NC=CC2